(3R)-N-(4-(4-(2-amino-6-methylpyrimidin-4-yl)-1,4-oxazepan-yl)-3-chlorophenyl)-tetrahydrofuran-3-carboxamide NC1=NC(=CC(=N1)N1CC(OCCC1)C1=C(C=C(C=C1)NC(=O)[C@H]1COCC1)Cl)C